(2R)-2-{[2-(1-methyl-1H-pyrazol-4-yl)-7-(trifluoromethyl)[1,2,4]triazolo[1,5-c]quinazolin-5-yl]amino}-1-(2-oxa-6-azaspiro[3.3]heptan-6-yl)propan-1-one CN1N=CC(=C1)C1=NN2C(=NC=3C(=CC=CC3C2=N1)C(F)(F)F)N[C@@H](C(=O)N1CC2(COC2)C1)C